FC(OC1=CC=C(C=C1)C1=CN=C2N1C=CN=C2NC2=CC(=C(C=C2)C(=O)N2CCN(CC2)C(=O)[C@H]2CNCCO2)C)F [4-[[3-[4-(difluoromethoxy)phenyl]imidazo[1,2-a]pyrazin-8-yl]amino]-2-methylphenyl]-[4-[(2R)-morpholine-2-carbonyl]piperazin-1-yl]methanone